O1CCC(CC1)OC1=CC(=NC=C1)N 4-(oxan-4-yloxy)pyridin-2-amine